ClC1=CC=C(C=C1)[C@@](C)(O)[C@@H]1[C@H]([C@H]([C@@H](O1)N1C=CC2=C1NC=NC2=NO)O)O 7-((2R,3R,4S,5S)-5-((R)-1-(4-chlorophenyl)-1-hydroxyethyl)-3,4-dihydroxytetrahydrofuran-2-yl)-1,7-dihydro-4H-pyrrolo[2,3-d]pyrimidin-4-one oxime